6-(2,4-dimethoxypyrimidin-5-yl)-3-fluoro-8-((1S,2S)-2-(3-fluoro-1-(2,2,2-trifluoroethyl)-1H-indazol-6-yl)cyclopropyl)imidazo[1,2-b]pyridazine COC1=NC=C(C(=N1)OC)C=1C=C(C=2N(N1)C(=CN2)F)[C@@H]2[C@H](C2)C2=CC=C1C(=NN(C1=C2)CC(F)(F)F)F